CN1CC(C1)(C)[C@@](C=1C=C(C=NC1)C1=NOC(=N1)C(C([2H])([2H])[2H])(C)O)(C1=CC=C(C=C1)C(C)C)O 2-(3-(5-((R)-(1,3-dimethylazetidin-3-yl)(hydroxy)(4-isopropylphenyl)methyl)pyridin-3-yl)-1,2,4-oxadiazol-5-yl)propan-1,1,1-d3-2-ol